2-[5-[(2R)-2-(3-bromophenyl)pyrrolidine-1-carbonyl]-1,3-thiazol-2-yl]-6-ethoxypyrazine BrC=1C=C(C=CC1)[C@@H]1N(CCC1)C(=O)C1=CN=C(S1)C1=NC(=CN=C1)OCC